2-((2R,6S)-4-(3-((5-chloro-4-(6-methyl-1H-indol-3-yl)pyrimidin-2-yl)amino)-5-cyclopropylbenzyl)-2,6-dimethylpiperazin-1-yl)ethan-1-ol ClC=1C(=NC(=NC1)NC=1C=C(CN2C[C@H](N([C@H](C2)C)CCO)C)C=C(C1)C1CC1)C1=CNC2=CC(=CC=C12)C